BrC=1C=CC(=NC1)[C@H]1N([C@@H](CC2=C3C(=CC=C12)NN=C3)C)CC(F)(F)F (6S,8R)-6-(5-bromopyridin-2-yl)-8-methyl-7-(2,2,2-trifluoroethyl)-6,7,8,9-tetrahydro-3H-pyrazolo[4,3-f]isoquinoline